C1(=C2N(C=N1)CCC2)C(C(=O)NC=2SC=CN2)N2C=NC1=CC=C(C=C1C2=O)C2=CC=C(C=C2)C2CCN(CC2)C 2-(6,7-Dihydro-5H-pyrrolo[1,2-c]imidazol-1-yl)-2-(6-(4-(1-methylpiperidin-4-yl)phenyl)-4-oxoquinazolin-3(4H)-yl)-N-(thiazol-2-yl)acetamide